ClC1=NC=C(C(=C1)NCC1CCC(CC1)CO)C#CC1CCN(CC1)S(=O)(=O)C ((1r,4r)-4-(((2-chloro-5-((1-(methylsulfonyl)piperidin-4-yl)ethynyl)pyridin-4-yl)amino)methyl)cyclohexyl)methanol